2-Cyclopropyl-5-(2'-methoxy-4'-methyl-3,4,5,6-tetrahydro-2H-[1,3']bipyridinyl-4-yl)-7-(2-trifluoromethyl-benzyl)-2,4,5,7-tetrahydro-pyrazolo[3,4-d]pyrimidin-6-on C1(CC1)N1N=C2N(C(N(CC2=C1)C1CCN(CC1)C=1C(=NC=CC1C)OC)=O)CC1=C(C=CC=C1)C(F)(F)F